C(C1=CC=CC=C1)NC=1N=CC2=C(N1)N(C(C(=C2)CC2=CC=C(C=C2)F)=O)C 2-(benzylamino)-6-(4-fluorobenzyl)-8-methylpyrido[2,3-d]pyrimidin-7(8H)-one